N-(4-hydroxy-3-(methylsulfonyl)phenyl)-4-((4-(methylsulfonyl)phenethyl)thio)benzamide OC1=C(C=C(C=C1)NC(C1=CC=C(C=C1)SCCC1=CC=C(C=C1)S(=O)(=O)C)=O)S(=O)(=O)C